tert-butyl N-[[2-(4-benzyloxy-2-ethyl-5-methyl-pyrazol-3-yl)-4-[3-[(2,4-dimethoxyphenyl)methylcarbamoyl]-6-methyl-imidazo[1,5-a]pyrazin-1-yl]oxazol-5-yl]methyl]-carbamate C(C1=CC=CC=C1)OC1=C(N(N=C1C)CC)C=1OC(=C(N1)C=1N=C(N2C1C=NC(=C2)C)C(NCC2=C(C=C(C=C2)OC)OC)=O)CNC(OC(C)(C)C)=O